1-{[(2S)-1-[(2S,4R)-4-hydroxy-2-({[4-(4-methyl-1,3-thiazol-5-yl)phenyl]methyl}carbamoyl)pyrrolidin-1-yl]-3,3-dimethyl-1-oxobutan-2-yl]carbamoyl}-2,5,8,11-tetraoxatridecan-13-oic acid O[C@@H]1C[C@H](N(C1)C([C@H](C(C)(C)C)NC(=O)COCCOCCOCCOCC(=O)O)=O)C(NCC1=CC=C(C=C1)C1=C(N=CS1)C)=O